3-(morpholin-4-ylmethyl)-3,4-dihydroisoquinoline N1(CCOCC1)CC1N=CC2=CC=CC=C2C1